CC/C=C\\C[C@H](/C=C/C=C\\C[C@H](/C=C/C=C/C=C\\[C@H](CCC(=O)O)O)O)O The molecule is a member of the class of resolvins that is (5Z,7E,9E,13Z,15E,19Z)-docosahexaenoic acid carrying three hydroxy substituents at positions 4, 11 and 17 (the 4S,11R,17R-stereoisomer) It has a role as an anti-inflammatory agent and a human xenobiotic metabolite. It is a resolvin, a secondary allylic alcohol, a triol and a hydroxy polyunsaturated fatty acid.